C(C)(C)(C)N1N=CC(=C1F)C(=O)NC1=C(C=C(C(=C1)C=1C=C2C=NN(C2=C(C1)N1CCOCC1)C1CCN(CC1)C)C)F 1-Tert-butyl-5-fluoro-N-{2-fluoro-4-methyl-5-[1-(1-methylpiperidin-4-yl)-7-(morpholin-4-yl)indazol-5-yl]phenyl}pyrazole-4-carboxamide